(4-phenoxy-phenyl)-methanone O(C1=CC=CC=C1)C1=CC=C(C=C1)C=O